C(C1=CC=CC=C1)OC(C[C@H]1CC[C@H](N1C(=O)OC(C)(C)C)C(=O)OC)=O 1-tert-butyl 2-methyl (2S,5R)-5-[2-(benzyloxy)-2-oxoethyl]pyrrolidine-1,2-dicarboxylate